2-di(hydroxyethyl)amino-5-aminopyridine OCCN(C1=NC=C(C=C1)N)CCO